Methyl-5-benzyl-3-((3-chloroimidazo[1,2-a]pyridine-8-carboxamido)methyl)-4,5-dihydroisoxazole CC1C(=NOC1CC1=CC=CC=C1)CNC(=O)C=1C=2N(C=CC1)C(=CN2)Cl